2,2-dimethylhexahydropyrano[3,2-d][1,3]dioxine CC1(OCC2C(O1)CCCO2)C